NCC1=CC=C(C=N1)N1C(NC(CC1)=O)=O 1-(6-(aminomethyl)pyridin-3-yl)dihydropyrimidine-2,4(1H,3H)-dione